4-fluoro-1-methyl-6-oxo-1,6-dihydropyridine-3-sulfonyl chloride FC=1C(=CN(C(C1)=O)C)S(=O)(=O)Cl